4-(8-Methoxyoctylamino)-1-methylpyridinium iodide [I-].COCCCCCCCCNC1=CC=[N+](C=C1)C